COC=1C=2N(C=CC1)N=C(C2)[C@@H]2N(CCC1=C2N=CN1)C(=O)C1=CN=CO1 (R)-(4-(4-methoxypyrazolo[1,5-a]pyridin-2-yl)-6,7-dihydro-1H-imidazo[4,5-c]pyridin-5(4H)-yl)(oxazol-5-yl)methanone